p-xyleneadipamide C=1(C(=CC(=CC1)C)C(CCCC(=O)N)C(=O)N)C